tert-butyl-4-(p-tolyl)-1,4-diazepane-1-carboxylate C(C)(C)(C)OC(=O)N1CCN(CCC1)C1=CC=C(C=C1)C